tert-butyl (2R,3S)-2-[[(2S,3R,4R,5S,6S)-4,5-dihydroxy-2-methyl-6-(7H-purin-6-ylamino)tetrahydropyran-3-yl]carbamoyl]-3-hydroxy-pyrrolidine-1-carboxylate O[C@@H]1[C@H]([C@@H](O[C@@H]([C@H]1O)NC1=C2NC=NC2=NC=N1)C)NC(=O)[C@@H]1N(CC[C@@H]1O)C(=O)OC(C)(C)C